2-ethyl-hexanol di-fluorophosphate P(=O)(F)(F)OCC(CCCC)CC